sodium 7-(2,4-bis(trifluoromethyl)phenyl)-3-chloro-2-methylbenzo[4,5]thieno[2,3-b]pyridin FC(C1=C(C=CC(=C1)C(F)(F)F)C1=CC2=C(C=3C(=NC(=C(C3)Cl)C)S2)C=C1)(F)F.[Na]